N1=C(C=CC=C1)C1(C(C=CC=C1)(C)C1=NC=CC=C1)C 1,2-bis(pyridin-2-yl)xylene